ClC=1C=C(OC2C(C(C2(C)C)NC(=O)C=2N=NC(=CC2)N2CCC(CC2)CN2CCN(CC2)C2=CC=C(C=C2)C(NC2C(NC(CC2)=O)=O)=O)(C)C)C=CC1C#N N-[3-(3-CHLORO-4-CYANOPHENOXY)-2,2,4,4-TETRAMETHYLCYCLOBUTYL]-6-[4-[(4-[4-[(2,6-DIOXOPIPERIDIN-3-YL)CARBAMOYL]PHENYL]PIPERAZIN-1-YL)METHYL]PIPERIDIN-1-YL]PYRIDAZINE-3-CARBOXAMIDE